t-butyl (2S,6R)-4-(2-bromoethyl)-2,6-dimethylpiperidine-1-carboxylate BrCCC1C[C@@H](N([C@@H](C1)C)C(=O)OC(C)(C)C)C